C(C)(C)(C)N1N=CC(=C1)C(=O)O 1-tert-butylpyrazole-4-carboxylic acid